6-([1,3]Benzodioxol-5-ylmethyl)-3-(3-cyanobenzyl)-2,3,4,6-tetrahydropyrido[3,4-c][1,8]naphthyridine-5(1H)-one O1COC2=C1C=CC(=C2)CN2C(C1=C(C=3C=CC=NC23)CCN(C1)CC1=CC(=CC=C1)C#N)=O